FC=1C(=NNC1)C(C)(C)NC(CC)=O N-(2-(4-fluoro-1H-pyrazol-3-yl)propan-2-yl)propaneAmide